6-((4-(cyclopentylamino)-5-methylpyrimidin-2-yl)amino)-3,4-dihydro-1H-benzo[c][1,2]oxaborole-1-ol C1(CCCC1)NC1=NC(=NC=C1C)NC1=CCC2C(B(OC2)O)=C1